3-isopropyl-2-(2-methylpyridin-4-yl)-5-((1-(3,3,3-trifluoropropyl)piperidin-4-yl)oxy)-1H-indole C(C)(C)C1=C(NC2=CC=C(C=C12)OC1CCN(CC1)CCC(F)(F)F)C1=CC(=NC=C1)C